C12NC(C(CC1)CC2)C(=O)O 2-azabicyclo[2.2.2]octane-3-carboxylic acid